(4-chloronaphthalene-1-yl)boronic acid ClC1=CC=C(C2=CC=CC=C12)B(O)O